bromo-2-chloro-4-iodo-5-methoxybenzene BrC1=C(C=C(C(=C1)OC)I)Cl